3,3-dimethyl-1-(quinolin-3-yl)-1H-2,1-benzothiazin-4(3H)-one 2,2-dioxide CC1(S(N(C2=C(C1=O)C=CC=C2)C=2C=NC1=CC=CC=C1C2)(=O)=O)C